C(C=C)(=O)O.C(C=C)(=O)O.C(C=C)(=O)O.OCC(CO)(CC)CO 2,2-bis(hydroxymethyl)butanol triacrylate